FC1=C(C=C2C(=CC=NC2=C1)B1OC(C(O1)(C)C)(C)C)OC 7-Fluoro-6-methoxy-4-(4,4,5,5-tetramethyl-1,3,2-dioxaborolan-2-yl)quinoline